N[C@H](C(=O)O)CC1=CC=C(C=C1)N=[N+]=[N-] (2S)-2-amino-3-(4-azidophenyl)propionic acid